CN(C=1C=CC(=NC1)B(O)O)C 5-(DIMETHYLAMINO)PYRIDIN-2-YLBORONIC ACID